FC1=CC=C(C=C1)C=1C=C2C3C(COC2=CC1O)(CC1=CC(=C(C=C13)O)O)O 2-(4-fluorophenyl)-7,11b-dihydro-6H-indeno[2,1-c]chromene-3,6a,9,10-tetrol